tert-butyl (3-formyl-5-methoxybenzyl)carbamate C(=O)C=1C=C(CNC(OC(C)(C)C)=O)C=C(C1)OC